ClC=1C(=NC(=NC1)NC1=C(C=C(C=C1)N1CCN(CC1)CC1=CC(=C2C(N(C(C2=C1)=O)C1C(NC(CC1)=O)=O)=O)F)OC)NC1=C(C=CC=C1)P(=O)(C)C 6-((4-(4-((5-chloro-4-((2-(dimethylphosphoryl)phenyl)amino)pyrimidin-2-yl)amino)-3-methoxyphenyl)piperazin-1-yl)methyl)-2-(2,6-dioxopiperidin-3-yl)-4-fluoroisoindoline-1,3-dione